1,5-dimethyl-1H-pyrazolecarboxaldehyde CN1N=C(C=C1C)C=O